N-(3-chloro-2-(hydroxymethyl)-benzyl)-1-(2-((2,2-difluorobenzo[d][1,3]dioxol-5-yl)amino)-5-methylpyrimidin-4-yl)-1H-imidazole-4-carboxamide ClC=1C(=C(CNC(=O)C=2N=CN(C2)C2=NC(=NC=C2C)NC2=CC3=C(OC(O3)(F)F)C=C2)C=CC1)CO